2,6-dichloro-4-sulfoaniline ClC1=C(N)C(=CC(=C1)S(=O)(=O)O)Cl